7-(3-{1-[(4,4-Difluorocyclohexyl)methyl]-1H-pyrazol-4-yl}-6-methylpyridin-2-yl)chinolin FC1(CCC(CC1)CN1N=CC(=C1)C=1C(=NC(=CC1)C)C1=CC=C2C=CC=NC2=C1)F